2-(4-chlorophenoxy)-N-(3-{[5-(4-chlorophenyl)-1,2-oxazol-3-yl]amino}bicyclo[1.1.1]pentan-1-yl)acetamide ClC1=CC=C(OCC(=O)NC23CC(C2)(C3)NC3=NOC(=C3)C3=CC=C(C=C3)Cl)C=C1